C(C1=CC=CC=C1)N1C([C@](C2=CC=CC=C12)(CC1=CC=CC2=CC=CC=C12)CC(=O)O)=O (R)-2-(1-benzyl-3-(naphthalen-1-ylmethyl)-2-oxoindol-3-yl)acetic acid